N-(3-(methylsulfonyl)-4-(1H-1,2,3-triazol-1-yl)phenyl)-1-(quinolin-5-yl)-5-(trifluoromethyl)-1H-pyrazole-4-carboxamide CS(=O)(=O)C=1C=C(C=CC1N1N=NC=C1)NC(=O)C=1C=NN(C1C(F)(F)F)C1=C2C=CC=NC2=CC=C1